(Z)-3-(2,4-Dioxo-7-(phenylethynyl)-1,2,3,4-tetrahydro-5H-naphtho[1,2-b][1,4]diazepin-5-yl)-N'-hydroxybenzimidamide O=C1CC(N(C2=C(N1)C1=CC=CC=C1C(=C2)C#CC2=CC=CC=C2)C=2C=C(/C(/N)=N/O)C=CC2)=O